C(C)(C)(C)C1=CC=C(C=C1)C=1C=CC=2NC3=CC=C(C=C3C2C1)C(C)(C)C 3-(4-tert-butylphenyl)-6-tert-butylcarbazole